F[C@@H]1CN(CC[C@H]1NC1=NC=C(C(=N1)C1=CC(=NS1)C(=O)N)C(F)(F)F)S(=O)(=O)C=1C=NN(C1)C 5-(2-(((3R,4R)-3-fluoro-1-((1-methyl-1H-pyrazol-4-yl)sulfonyl)piperidin-4-yl)amino)-5-(trifluoromethyl)pyrimidin-4-yl)isothiazole-3-carboxamide